C(CCC)OC=1C=CC(=C2C[C@H]3C[C@H]4C(C(=C(C([C@]4(C(=C3C(C12)=O)O)O)=O)C(=O)N)O)N(C)C)N(C)C (4aS,5aR,12aS)-10-Butoxy-4,7-bis(dimethylamino)-3,12,12a-trihydroxy-1,11-dioxo-4,4a,5,5a,6,12a-hexahydro-2-naphthacenecarboxamide